3-(dimethyl-tert-butylsilyl)propylchloride C[Si](CCCCl)(C(C)(C)C)C